4-cyano-α-trifluoromethylstyrene C(#N)C1=CC=C(C(=C)C(F)(F)F)C=C1